ClC1=NC=C(C(=C1)N[C@H](CCOC1=C(C=NN1C)C1=NC=CC(=N1)N)C)C#CC=1C=NN(C1)C (S)-2-(5-(3-((2-chloro-5-((1-methyl-1H-pyrazol-4-yl)ethynyl)pyridin-4-yl)amino)butoxy)-1-methyl-1H-pyrazol-4-yl)pyrimidin-4-amine